C(CCCCCCCCCCCCCCC)(=O)OCCI 2-Iodoethyl palmitate